1-neopentyl-5-nitro-1,3-dihydro-2H-benzo[d]imidazol-2-one C(C(C)(C)C)N1C(NC2=C1C=CC(=C2)[N+](=O)[O-])=O